(R)-5-aminopentane NCCCCC